3H-thieno[2,3-d]Pyrimidin-4-one N1=CNC(C2=C1SC=C2)=O